C1=CC=CC=2C3=CC=CC=C3C(C12)COC(=O)N(N(C)CC1=CC=2C(=NC=CC2)N1CCC(=O)O)C 3-(2-((2-(((9H-fluoren-9-yl)methoxy)carbonyl)-1,2-dimethylhydrazino)methyl)-1H-pyrrolo[2,3-b]pyridin-1-yl)propanoic acid